ClC=1C=C(NC2(CCC3([C@H](CC4=CC(=C(C=C34)F)F)C[C@H](CO)C)CC2)C(=O)OC)C=CC1 methyl (1r,2'S,4S)-4-(3-chloroanilino)-5',6'-difluoro-2'-[(2R)-3-hydroxy-2-methylpropyl]-2',3'-dihydrospiro[cyclohexane-1,1'-indene]-4-carboxylate